5-chloro-N2-(4-((cis)-2,6-dicyclopropyl-1-methyl-1,2,3,6-tetra-hydropyridin-4-yl)-2-isopropoxy-5-methylphenyl)-N4-(2-(isopropylsulfonyl)phenyl)pyrimidine-2,4-diamine ClC=1C(=NC(=NC1)NC1=C(C=C(C(=C1)C)C=1C[C@@H](N([C@@H](C1)C1CC1)C)C1CC1)OC(C)C)NC1=C(C=CC=C1)S(=O)(=O)C(C)C